5-chloro-1-{3-{3-deoxy-3-[4-(2-thiazolyl)-1H-1,2,3-triazol-1-yl]-beta-D-galactopyranosyl}-5-methyl-4H-1,2,4-triazol-4-yl}-2-(trifluoromethyl)benzene ClC=1C=CC(=C(C1)N1C(=NN=C1C)[C@H]1[C@H](O)[C@H]([C@@H](O)[C@H](O1)CO)N1N=NC(=C1)C=1SC=CN1)C(F)(F)F